scandium-zinc [Zn].[Sc]